oxazol-5-ylmethyl (3-fluoro-4-((2-(methylsulfonyl)-2-azaspiro[3.3]heptan-6-yl)methyl)phenyl)carbamate FC=1C=C(C=CC1CC1CC2(CN(C2)S(=O)(=O)C)C1)NC(OCC1=CN=CO1)=O